2-(3,5-dichloro-4-((4-oxo-3,4,5,6,7,8-hexahydro-5,8-methanophthalazin-1-yl)oxy)phenyl)-3,5-dioxo-2,3,4,5-tetrahydro-1,2,4-triazine-6-carbonitrile ClC=1C=C(C=C(C1OC1=NNC(C=2C3CCC(C12)C3)=O)Cl)N3N=C(C(NC3=O)=O)C#N